(5's)-5'-methyl-3H-spiro[furo[3,4-c]pyridin-1,3'-pyrrolidine] C[C@H]1CC2(CN1)OCC=1C=NC=CC12